OC(COCCCN)CO 6,7-Dihydroxy-4-oxaheptylamine